CC1=C(OC=2CCC3=CN(N=C3C21)CC2=NC=C(C=C2)C)C(=O)N[C@H]2COCC2 8-methyl-2-[(5-methylpyridin-2-yl)methyl]-N-[(3R)-oxolane-3-yl]-4,5-dihydro-2H-furo[2,3-g]indazole-7-carboxamide